tert-butyl 2-[[(1S,3S)-3-[[3-chloro-5-(1-ethylpropyl)pyrazolo[1,5-a]pyrimidin-7-yl]amino]cyclopentyl]amino]acetate ClC=1C=NN2C1N=C(C=C2N[C@@H]2C[C@H](CC2)NCC(=O)OC(C)(C)C)C(CC)CC